3,4,4-trimethyl-pentanoic acid CC(CC(=O)O)C(C)(C)C